S(N)(=O)(=O)C1=CC=C(S1)S(=O)(=O)Cl 5-sulfamoylthiophene-2-sulfonyl chloride